C(C)OC=1N=CC2=C(N1)CN[C@@H]2C2=C(C(=CC=C2)OC)C (5R)-2-ethoxy-5-(3-methoxy-2-methyl-phenyl)-6,7-dihydro-5H-pyrrolo[3,4-d]pyrimidine